ClC=1C=2C(N=C3N(C2C=CC1)C1=CC(=CC=C1C31CCCCC1)C1CCN(CC1)CCOCC(=O)OC(C)(C)C)=O tert-butyl 2-(2-(4-(4'-chloro-5'-oxo-5'H-spiro[cyclohexane-1,7'-indolo[1,2-a]quinazolin]-10'-yl)piperidin-1-yl)ethoxy)acetate